C(C)(=O)C1=CC(=CN2C1=NC(=C(C2=O)C)N2CC1=CC=CC=C1C2)C 9-acetyl-2-(isoindolin-2-yl)-3,7-dimethyl-4H-pyrido[1,2-a]pyrimidin-4-one